4-[[(4S)-3-[6-[(1S)-1-(2,2-difluoro-1,3-benzodioxol-5-yl)ethoxy]-2-pyridyl]-1-(2,2,2-trifluoroethyl)-4,5,6,7-tetrahydroindazol-4-yl]oxy]benzoic acid FC1(OC2=C(O1)C=CC(=C2)[C@H](C)OC2=CC=CC(=N2)C2=NN(C=1CCC[C@@H](C21)OC2=CC=C(C(=O)O)C=C2)CC(F)(F)F)F